CC1(C(CC2=C(C(=C(C=C2O1)OC)C(=O)/C=C/C3=CC=C(C=C3)O)O)O)C The molecule is a member of the class of chalcones that is (2E)-1-(3,4-dihydro-2H-chromen-6-yl)-3-(4-hydroxyphenyl)prop-2-en-1-one substituted by hydroxy groups at position 3 and 5, a methoxy group at position 7 and geminal methyl groups at position 2. It has been isolated as a racemate from Humulus lupulus and has been shown to exhibit inhibitory activity against nitric oxide production. It has a role as a metabolite and an EC 1.14.13.39 (nitric oxide synthase) inhibitor. It is a member of chalcones, a polyphenol and an aromatic ether.